N-(1-(4-tolyl)cyclopropyl)pivaloyl-amide C1(=CC=C(C=C1)C1(CC1)[N-]C(C(C)(C)C)=O)C